methyl 6-triphenylmethyl-α-D-mannopyranoside C1(=CC=CC=C1)C(C([C@@H]1[C@H]([C@@H]([C@@H]([C@@H](OC)O1)O)O)O)O)(C1=CC=CC=C1)C1=CC=CC=C1